(1S,2S)-2-(3-chlorophenyl)-N-(4-(((6-cyclopropyl-8-(2-(dimethylamino)ethyl)imidazo-[1,2-a]pyridin-2-yl)methyl)amino)pyridin-2-yl)cyclopropane-1-carboxamide ClC=1C=C(C=CC1)[C@@H]1[C@H](C1)C(=O)NC1=NC=CC(=C1)NCC=1N=C2N(C=C(C=C2CCN(C)C)C2CC2)C1